CC1=NOC(=C1C1=CC2=C(N(C(=N2)[C@@]23NC(C[C@H]3C2)=O)[C@@H]2CC[C@H](CC2)OC)C=C1)C (1R,5R)-1-(5-(3,5-dimethylisoxazol-4-yl)-1-((trans)-4-methoxycyclohexyl)-1H-benzo[d]imidazol-2-yl)-2-azabicyclo[3.1.0]hexane-3-one